3-hydroxy-4,5-dimethoxybenzamide OC=1C=C(C(=O)N)C=C(C1OC)OC